trans-isopentenyl-3-methylbutadiene C(CC(=C)C)\C=C\C(=C)C